C[Si](C(CCCCCN(C)C)[SiH2]CNCCC[Si](OC)(OC)C)(OC)OC 1-methyldimethoxysilyl-6-(dimethylamino)(methyldimethoxysilylpropylamino)methylsilylhexane